ClC=1C=C2C=3C=C(C=C(C3N(C2=CC1)S(=O)(=O)C1=CC=C(C)C=C1)CCNC(OC(C)(C)C)=O)C1=CC(=C(C=C1)Cl)Cl tert-Butyl 2-(6-chloro-3-(3,4-dichlorophenyl)-9-tosyl-9H-carbazol-1-yl)ethylcarbamate